4,6-DIFLUORO-N-(4-((1S,4S)-4-((METHYL-SULFONYL)CARBAMOYL)CYCLOHEXYL)PHENYL)ISOINDOLINE-2-CARBOXAMIDE FC1=C2CN(CC2=CC(=C1)F)C(=O)NC1=CC=C(C=C1)C1CCC(CC1)C(NS(=O)(=O)C)=O